BrC=1C=C(C=CC1)C(C1=NN=CN1C)C1CC(C1)OC(F)F 3-((3-bromophenyl)(3-(difluoromethoxy)cyclobutyl)-methyl)-4-methyl-4H-1,2,4-triazole